2-isocyanatomethyl-3-(3-isocyanatopropyl)-6-(isocyanatopropyl)-heptane N(=C=O)CC(C)C(CCC(C)CCCN=C=O)CCCN=C=O